O1CCC(CC1)CNC(=O)C1=NC(=NC(=C1)C=1C(=NOC1C)C)C1=CC(=CC=C1)OCC(CNC)O 6-(3,5-Dimethyl-isoxazol-4-yl)-2-[3-(2-hydroxy-3-methylamino-propoxy)phenyl]pyrimidine-4-carboxylic acid (tetrahydro-pyran-4-ylmethyl)-amide